O=C1C=CN(C2=CC=CC=C12)N(N=CC=1C=CC=2N(C3=CC=CC=C3C2C1)CC)C(C)=O (4-oxo-4H-quinolin-1-yl)-acetyl-(9-ethyl-9H-carbazol-3-ylmethylene)hydrazine